C(C(CCCCC)O)O 1,2-Heptandiol